C(#N)C=1C=C(C=NC1)NC(=O)C1=NC=CC=C1 N-(5-cyanopyridin-3-yl)pyridinecarboxamide